(R)-4-(2-Oxo-1,4-dihydro-2H-quinazolin-3-yl)-piperidine-1-carboxylic acid [2-[1,4']bipiperidinyl-1'-yl-1-(4-chloro-2-oxo-2,3-dihydro-benzooxazol-6-ylmethyl)-2-oxo-ethyl]-amide N1(CCCCC1)C1CCN(CC1)C([C@@H](CC1=CC2=C(NC(O2)=O)C(=C1)Cl)NC(=O)N1CCC(CC1)N1C(NC2=CC=CC=C2C1)=O)=O